FC(C12CC(C1)(C2)N2N=C1N=C(C=NC1=C2)C2=C(C=C(C=C2C)C(F)(F)F)O)F 2-[2-[3-(difluoromethyl)-1-bicyclo[1.1.1]pentanyl]pyrazolo[3,4-b]pyrazin-6-yl]-3-methyl-5-(trifluoromethyl)phenol